FC(OC=1C=CC2=C(NC(=N2)N2C3C(CC2)CN(C3)C#N)C1)(F)F 1-(6-(trifluoromethoxy)-1H-benzo[d]imidazol-2-yl)hexahydropyrrolo[3,4-b]pyrrole-5(1H)-carbonitrile